O(C1=CC=C(C=C1)S(=O)(=O)NN)C1=CC=C(C=C1)S(=O)(=O)NN 4,4'-oxybis(benzenesulfonhydrazide)